BrC1=NN2C([C@@H](CCCC2)C2=C(C(=C(C=C2)F)F)F)=N1 (9S)-2-bromo-9-(2,3,4-trifluorophenyl)-6,7,8,9-tetrahydro-5H-[1,2,4]triazolo[1,5-a]azepine